C(C)OC(=O)N1CCN(CC1)C1=NC=C(C=C1)C(NC1CN(CC1)C#N)=O 4-(5-((1-cyanopyrrolidin-3-yl)carbamoyl)pyridin-2-yl)piperazine-1-carboxylic acid ethyl ester